ethylene glycol bistrifluoroethyl ether FC(COCCOCC(F)(F)F)(F)F